NCCNCCNC([C@@H](N)CC(=O)N)=O N-[N'-(2-amino-ethyl)-2-aminoethyl]aspartamide